C1=C(C=CC2=CC=CC=C12)C1=CC=C(C=C1)NC=1C=C(C=CC1)C=1C(=CC(=CC1C1=CC=CC=C1)C1=CC=CC=C1)C1=CC=CC=C1 (4-naphthalen-2-yl-phenyl)-(3',5'-diphenyl-1,1':2',1''-terphenyl-3''-yl)-amine